C(=C)C1=NC(=NC(=N1)C=C)N1CCNCC1 4-(4,6-Divinyl-1,3,5-triazin-2-yl)piperazine